OCC(C=1SC(=CC1)C)NC(=O)C=1N=CN(C1)C1=NC(=NC=C1C)NC1CCOCC1 N-(2-hydroxy-1-(5-methylthiophen-2-yl)ethyl)-1-(5-methyl-2-((tetrahydro-2H-pyran-4-yl)amino)pyrimidin-4-yl)-1H-imidazole-4-carboxamide